6-amino-1-methyl-1,2,3,4-tetrahydroquinolin-2-one NC=1C=C2CCC(N(C2=CC1)C)=O